The molecule is the fatty acid ethyl ester of heptanoic acid. It has a role as a metabolite. It derives from a heptanoic acid. CCCCCCC(=O)OCC